perfluoropentadecane-7,9-dione FC(C(C(C(C(C(C(C(C(C(C(C(C(C(C(F)(F)F)(F)F)(F)F)(F)F)(F)F)(F)F)=O)(F)F)=O)(F)F)(F)F)(F)F)(F)F)(F)F)(F)F